[C@@H]12OC[C@@H](N(C1)C=1C(=CC(=NC1)C(=O)NC1=CC=CC=3C=4N(CCOC31)N=NN4)N4C=NC(=C4)C4CC4)C2 5-((1S,4S)-2-oxa-5-azabicyclo[2.2.1]heptan-5-yl)-4-(4-cyclopropyl-1H-imidazol-1-yl)-N-(5,6-dihydro-benzo[f]tetrazolo[1,5-d][1,4]oxazepin-8-yl)picolinamide